trans-4-[(4-methoxybenzyl)amino]-cyclohexanecarbohydrazide COC1=CC=C(CN[C@@H]2CC[C@H](CC2)C(=O)NN)C=C1